OC=1C=CC=C(C1)C=CC1=CC=CC=C1 5-hydroxystilbene